4-((1-(4-(2,6-dioxopiperidin-3-yl)-3-fluorobenzyl)piperidin-4-yl)ethynyl)-1-(((2S,3S,4S)-3-ethyl-4-fluoro-5-oxopyrrolidin-2-yl)methoxy)-7-methoxyisoquinoline-6-carboxamide O=C1NC(CCC1C1=C(C=C(CN2CCC(CC2)C#CC2=CN=C(C3=CC(=C(C=C23)C(=O)N)OC)OC[C@H]2NC([C@H]([C@H]2CC)F)=O)C=C1)F)=O